S(=O)(=O)(O)CCOCC#C 3-(β-sulfoethoxy)-propyne